CN(C)[Si](C)(C)NC(C)C (dimethylamino)(isopropylamino)dimethylsilane